2-[[5-[(E)-3-(2,4-Dihydroxyphenyl)-3-oxoprop-1-enyl]-2-methoxyphenyl]methylsulfanyl]-4-methyl-6-(trifluoromethyl)pyridine-3-carbonitrile OC1=C(C=CC(=C1)O)C(/C=C/C=1C=CC(=C(C1)CSC1=NC(=CC(=C1C#N)C)C(F)(F)F)OC)=O